1,2-bis(ethenylsulfonyl)-ethane C(=C)S(=O)(=O)CCS(=O)(=O)C=C